tert-Butyl 3,3-bis{[(methylsulfonyl)oxy]methyl}azetidine-1-carboxylate CS(=O)(=O)OCC1(CN(C1)C(=O)OC(C)(C)C)COS(=O)(=O)C